OC=1C=C(C(=O)NN(C(=O)OC[C@]2([C@@H](N3C(C[C@H]3S2(=O)=O)=O)C(=O)O)C)C)C=CC1O (2S,3R,5R)-3-(((2-(3,4-dihydroxybenzoyl)-1-methylhydrazinocarbonyl)oxy)methyl)-3-methyl-7-oxo-4-thia-1-azabicyclo[3.2.0]heptane-2-carboxylic acid 4,4-dioxide